6-(tert-butyl)-10-methoxy-2-oxo-6,7-dihydro-2H-pyrido[2',1':3,4]pyrazino[1,2-b]indazole-3-carboxylic acid C(C)(C)(C)C1N2C(C=3N(N=C4C(=CC=CC34)OC)C1)=CC(C(=C2)C(=O)O)=O